6-(difluoromethyl)pyridin-2-amine hydrochloride Cl.FC(C1=CC=CC(=N1)N)F